tert-butyl (R)-3-((S)-1-(tert-butoxy)-3-(2,4-difluoro-5-formylphenyl)-1-oxopropan-2-yl)pyrrolidine-1-carboxylate C(C)(C)(C)OC([C@@H](CC1=C(C=C(C(=C1)C=O)F)F)[C@@H]1CN(CC1)C(=O)OC(C)(C)C)=O